Cl.CN1C(CN[C@H](C1)C)=O (S)-1,5-dimethylpiperazin-2-one hydrochloride